C(C=C)OCC(CO)O 3-allyloxy-1,2-propylene Glycol